C(#C)C1=CC=C(C=C1)C1=CC=C(C=C1)C#C diacetylenyl-biphenyl